1-(2-chloro-4-hydroxyphenyl)-3-(1-methyl-1H-pyrazol-4-yl)urea ClC1=C(C=CC(=C1)O)NC(=O)NC=1C=NN(C1)C